C(#N)[C@H]1[C@@H](COC1)NC(OC(C)(C)C)=O tert-butyl ((trans)-4-cyanotetrahydrofuran-3-yl)carbamate